6-bromo-N-(1-(2-(4-methylpiperazin-1-yl)ethyl)-3-(pyridin-2-yl)-1H-pyrazol-4-yl)picolinamide BrC1=CC=CC(=N1)C(=O)NC=1C(=NN(C1)CCN1CCN(CC1)C)C1=NC=CC=C1